FC(C1=NC=CC(=C1F)NC(=O)N1CC=2C(=NN3C2C(C[C@H](CC3)O)(F)F)CC1)F |o1:21| (S*)-N-(2-(Difluoromethyl)-3-fluoropyridin-4-yl)-11,11-difluoro-9-hydroxy-3,4,8,9,10,11-hexahydro-1H-pyrido[4',3':3,4]pyrazolo[1,5-a]azepine-2(7H)-carboxamide